[(3aR,4R,6R,6aR)-6-(4-chloropyrrolo[2,3-d]pyrimidin-7-yl)-2,2,3a-trimethyl-6,6a-dihydro-4H-furo[3,4-d][1,3]dioxol-4-yl]methyl 4-methylbenzenesulfonate CC1=CC=C(C=C1)S(=O)(=O)OC[C@H]1O[C@H]([C@@H]2OC(O[C@@]21C)(C)C)N2C=CC1=C2N=CN=C1Cl